(2S)-2-[9H-fluoren-9-ylmethoxycarbonyl(methyl)amino]hexanoic acid C1=CC=CC=2C3=CC=CC=C3C(C12)COC(=O)N([C@H](C(=O)O)CCCC)C